(3S)-1-(6-{[6-(5-fluoro-2-methylphenyl)-5-(trifluoromethyl)pyridin-2-yl]Sulfamoyl}pyridin-2-yl)piperidine-3-carboxylic acid FC=1C=CC(=C(C1)C1=C(C=CC(=N1)NS(=O)(=O)C1=CC=CC(=N1)N1C[C@H](CCC1)C(=O)O)C(F)(F)F)C